CCC(C)[C@H]1C(=O)N2CCC[C@H]2[C@]3(N1C(=O)[C@](O3)(C(C)C)NC(=O)[C@@H]4C[C@H]5[C@@H](CC6=CNC7=CC=CC5=C67)N(C4)C)O The molecule is beta-Ergocryptine in which a single bond replaces the double bond between positions 9 and 10. It derives from a beta-ergocryptine. It derives from a hydride of an ergotaman.